6-(5-((1-isobutylpiperidin-4-yl)oxy)-3-isopropyl-1H-indol-2-yl)-8-methyl-[1,2,4]triazolo[1,5-a]pyridine C(C(C)C)N1CCC(CC1)OC=1C=C2C(=C(NC2=CC1)C=1C=C(C=2N(C1)N=CN2)C)C(C)C